tert-butyl (R)-4-(difluoro(3-(1-((8-(hex-5-en-1-yl)-6-(4-isopropylpiperazin-1-yl)-7-oxo-7,8-dihydropyrido[2,3-d]pyrimidin-4-yl)amino)ethyl)phenyl)methyl)piperidine-1-carboxylate FC(C1CCN(CC1)C(=O)OC(C)(C)C)(C1=CC(=CC=C1)[C@@H](C)NC=1C2=C(N=CN1)N(C(C(=C2)N2CCN(CC2)C(C)C)=O)CCCCC=C)F